C(C)OC(COC1=C(N)C=CC(=C1F)F)C 2-(2-ethoxypropoxy)-3,4-difluoroaniline